4-oxo-butyrate O=CCCC(=O)[O-]